FC(S(=O)(=O)OC(C(=O)OC)C)(F)F methyl 2-trifluoromethanesulfonyl-oxypropionate